2-chloro-4-fluoro-5-methoxyphenyl-boronic acid ClC1=C(C=C(C(=C1)F)OC)B(O)O